C(C)(C)(C)OC(=O)N1N=C(C=2C1=CN=CC2)C2=C(C=C(C=C2C)CNC(=O)OC(C)(C)C)F (4-((tert-Butoxycarbonylamino)methyl)-2-fluoro-6-methylphenyl)-1H-pyrazolo[3,4-c]pyridine-1-carboxylic acid tert-butyl ester